C(C1=CC=CC=C1)N1CCN(CC1)C12CC(C1)(C2)NC(OC(C)(C)C)=O tert-butyl (3-(4-benzylpiperazin-1-yl)bicyclo[1.1.1]pentan-1-yl)carbamate